1,2,3,4-tetrahydroanthracene C1CCCC2=CC3=CC=CC=C3C=C12